(4-(2,6-difluorophenoxy)-2-methylphenyl)(5-fluoro-4-(((3R,6S)-6-(hydroxymethyl)tetrahydro-2H-pyran-3-yl)amino)-1H-pyrrolo[2,3-b]pyridin-3-yl)methanone FC1=C(OC2=CC(=C(C=C2)C(=O)C2=CNC3=NC=C(C(=C32)N[C@H]3CO[C@@H](CC3)CO)F)C)C(=CC=C1)F